ClC1=CC=C(S1)CN(C1=CC(=C(C=C1)NC(=O)C1CCC1)C)C Cyclobutanecarboxylic acid {4-[(5-chloro-thiophen-2-ylmethyl)-(methyl)amino]-2-methylphenyl}-amide